3-(3-methyl-5-(4,4,5,5-tetramethyl-1,3,2-dioxaborolan-2-yl)phenyl)tetrahydrofuran-3-ol calcium 4-acetylbenzoate C(C)(=O)C1=CC=C(C(=O)[O-])C=C1.[Ca+2].CC=1C=C(C=C(C1)B1OC(C(O1)(C)C)(C)C)C1(COCC1)O.C(C)(=O)C1=CC=C(C(=O)[O-])C=C1